(S)-6-chloro-8-(2-fluoro-4-(1-phenylethoxy)phenyl)-9H-purine ClC1=C2N=C(NC2=NC=N1)C1=C(C=C(C=C1)O[C@@H](C)C1=CC=CC=C1)F